methyl 2-((2-(p-tolyl)prop-1-en-1-yl)oxy)propanoate C1(=CC=C(C=C1)C(=COC(C(=O)OC)C)C)C